Tributylammonium tetrakis(pentafluorophenyl)borate methyl-1-(1-(tert-butoxycarbonyl)azetidin-3-yl)-1H-pyrazolo[4,3-b]pyridine-5-carboxylate COC(=O)C1=CC=C2C(=N1)C=NN2C2CN(C2)C(=O)OC(C)(C)C.FC2=C(C(=C(C(=C2[B-](C2=C(C(=C(C(=C2F)F)F)F)F)(C2=C(C(=C(C(=C2F)F)F)F)F)C2=C(C(=C(C(=C2F)F)F)F)F)F)F)F)F.C(CCC)[NH+](CCCC)CCCC